ClC=1C(=NC=CC1)C(=O)NC1[C@@H]2CN(C[C@H]12)C1=NC=C(N=C1)C=1C=2N(C=C(C1)OCC)N=CC2C#N 3-chloro-N-((1R,5S,6r)-3-(5-(3-cyano-6-ethoxypyrazolo[1,5-a]pyridin-4-yl)pyrazin-2-yl)-3-azabicyclo[3.1.0]hexan-6-yl)picolinamide